N1(CCC1)CC1=C(C=C(C(N1C1=CC=C(C=C1)F)=O)C(=O)O)Cl 6-(azetidin-1-ylmethyl)-5-chloro-1-(4-fluorophenyl)-2-oxo-1,2-dihydropyridine-3-carboxylic acid